5,6-dihydro-9,10-dimethoxy-benzo[g]-1,3-benzodioxolo[5,6-a]quinolizinium COC1=C(C=CC2=C1C=[N+]1CCC3=C(C1=C2)C=C2C(OCO2)=C3)OC